tert-Butyl 4-[4-(3-chloro-4-hydroxy-pyrazolo[1,5-a]pyridine-6-yl)-5-methyl-triazol-1-yl]piperidine-1-carboxylate ClC=1C=NN2C1C(=CC(=C2)C=2N=NN(C2C)C2CCN(CC2)C(=O)OC(C)(C)C)O